2-[1-[1-(2,6-dioxo-3-piperidyl)-6-fluoro-3-methyl-2-oxo-benzimidazol-5-yl]-4-hydroxy-4-piperidyl]-N-[5-fluoro-7-hydroxy-6-(1,1,4-trioxo-1,2,5-thiadiazolidin-2-yl)-2-naphthyl]acetamide O=C1NC(CCC1N1C(N(C2=C1C=C(C(=C2)N2CCC(CC2)(O)CC(=O)NC2=CC1=CC(=C(C(=C1C=C2)F)N2S(NC(C2)=O)(=O)=O)O)F)C)=O)=O